N[C@H](C(=O)OCC([C@@H](O)C(NCCC(NCCSC(C)=O)=O)=O)(C)C)CC1=CC(=C(C=C1)O)O (3R)-3-[(2-[[2-(acetylsulfanyl)ethyl]carbamoyl]ethyl)carbamoyl]-3-hydroxy-2,2-dimethylpropyl (2S)-2-amino-3-(3,4-dihydroxyphenyl)propanoate